C(C)(C)(C)[C@@H]1CC=2C=C3C(=NC2CC1)SC(=C3)C(=O)N[C@H](CCN3CCCCC3)C3=CC=C(C=C3)C=3C=NC(NC3)=O |r| rac-(6S)-6-tert-butyl-N-[rac-(1R)-1-[4-(2-oxo-1H-pyrimidin-5-yl)phenyl]-3-(1-piperidyl)propyl]-5,6,7,8-tetrahydrothieno[2,3-b]quinoline-2-carboxamide